α-octylacrylonitrile C(CCCCCCC)C(C#N)=C